dimethylsilyl-(tetramethylcyclopentadienyl)(tert-butylamino)dimethyl-titanium C[SiH](C)C[Ti](C)(NC(C)(C)C)C1(C(=C(C(=C1)C)C)C)C